1-((1s,3R,4S)-3,4-dihydroxycyclopentyl)-N-((5-phenyl-1,3,4-thiadiazol-2-yl)methyl)-1H-1,2,3-triazole-4-carboxamide O[C@@H]1CC(C[C@@H]1O)N1N=NC(=C1)C(=O)NCC=1SC(=NN1)C1=CC=CC=C1